2-(4-chloro-3-fluorophenoxy)-N-(3-{2-[(3-fluorophenyl)methoxy]acetylamino}-bicyclo[1.1.1]pentan-1-yl)acetamide ClC1=C(C=C(OCC(=O)NC23CC(C2)(C3)NC(COCC3=CC(=CC=C3)F)=O)C=C1)F